2-deoxy-2-[18F]fluoro-1,3,5-tri-O-benzoyl-D-arabinofuranose [18F][C@@H]1C(OC(C2=CC=CC=C2)=O)O[C@@H]([C@H]1OC(C1=CC=CC=C1)=O)COC(C1=CC=CC=C1)=O